butyltin maleate C(\C=C/C(=O)[O-])(=O)[O-].C(CCC)[Sn+3].C(\C=C/C(=O)[O-])(=O)[O-].C(\C=C/C(=O)[O-])(=O)[O-].C(CCC)[Sn+3]